C(N)(=O)C1=C(C(=CC(=C1)Cl)Cl)NC(=O)C=1N(N=C(C1)CN1N=C(N=N1)C1=CC=C(C=C1)C(F)(F)F)C1CC1 N-(2-carbamoyl-4,6-dichloro-phenyl)-2-cyclopropyl-5-[[5-[4-(trifluoromethyl)phenyl]tetrazol-2-yl]methyl]pyrazole-3-carboxamide